BrC1=C2CN(C(C2=CC=C1)=O)C1CNCCC1 3-(4-bromo-1-oxoisoindolin-2-yl)piperidine